N=1N=C(N2C1C=CC=C2)CCN 2-([1,2,4]triazolo[4,3-a]pyridin-3-yl)ethan-1-amine